5'-azidocytidine N(=[N+]=[N-])C([C@@H]1[C@H]([C@H]([C@@H](O1)N1C(=O)N=C(N)C=C1)O)O)O